1-Nonyl-2-ethylpyrrolium triflat [O-]S(=O)(=O)C(F)(F)F.C(CCCCCCCC)[NH+]1C(=CC=C1)CC